FC1=C(C=O)C=CC(=C1)OC(F)(F)F 2-fluoro-4-(trifluoro-methoxy)benzaldehyde